5-cyano-8-{4-(trifluoromethyl)phenoxy}quinoline 1-oxide C(#N)C1=C2C=CC=[N+](C2=C(C=C1)OC1=CC=C(C=C1)C(F)(F)F)[O-]